dicyclohexyl (2-fluorovinyl)phosphonate FC=CP(OC1CCCCC1)(OC1CCCCC1)=O